C(CC[C@@H](C)[C@H]1CC[C@H]2[C@@H]3CCC4CCCC[C@]4(C)[C@H]3CC[C@]12C)(=O)NCCC[N+](C)(C)CC=C 3-cholanamidopropyl-allyl-dimethyl-ammonium